Cl.C1=CC(OC)=C2C=3[C@@]45[C@@H](O2)C(=O)CC[C@@]4(O)[C@@H](CC13)N(C)CC5 oxycodone HCl